1-(2-phenyl-2-(3-methylphenyl)vinyl)tetrahydro-1H-thiophen-1-ium triflate [O-]S(=O)(=O)C(F)(F)F.C1(=CC=CC=C1)C(=C[S+]1CCCC1)C1=CC(=CC=C1)C